N-((7-chloro-1H-benzo[d]imidazol-2-yl)methyl)-8-(1-methyl-1H-pyrazol-4-yl)-2-morpholinopyrazolo[1,5-a][1,3,5]triazin-4-amine ClC1=CC=CC2=C1NC(=N2)CNC2=NC(=NC=1N2N=CC1C=1C=NN(C1)C)N1CCOCC1